2-[4-(bromomethyl)phenyl]-4-(trifluoromethoxy)pyridine BrCC1=CC=C(C=C1)C1=NC=CC(=C1)OC(F)(F)F